ClC1=C(C=C(C(=C1NC=1C(=C2C(N(C=NC2=CC1)C)=O)C)F)F)NS(=O)(=O)CCC N-(2-chloro-3-((3,5-dimethyl-4-oxo-3,4-dihydroquinazolin-6-yl)amino)-4,5-difluorophenyl)propane-1-sulfonamide